5-bromo-2-(difluoromethoxy)benzoic acid methyl ester COC(C1=C(C=CC(=C1)Br)OC(F)F)=O